tert-butyl-[(3S)-3-(4,5-dibromotriazol-2-yl)butoxy]-diphenyl-silane C(C)(C)(C)[Si](C1=CC=CC=C1)(C1=CC=CC=C1)OCC[C@H](C)N1N=C(C(=N1)Br)Br